ClC1=C(C=CC=C1)N1CCN(CC1)C(=O)C1=CC(=C(C=C1)S(=O)CC(=O)OCC)[N+](=O)[O-] Ethyl 2-((4-(4-(2-chlorophenyl)piperazine-1-carbonyl)-2-nitrophenyl)sulfinyl)acetate